2-Chloro-4-[(1-methyl-2-oxo-indolin-5-yl)amino]pyrimidine-5-carbonitrile ClC1=NC=C(C(=N1)NC=1C=C2CC(N(C2=CC1)C)=O)C#N